2-CYCLOPENTENONE C1(C=CCC1)=O